2-methoxy-5-(5,7-dihydroxy-4-oxo-4H-chromen-3-yl)phenolate COC1=C(C=C(C=C1)C1=COC2=CC(=CC(=C2C1=O)O)O)[O-]